benzen-d5-amine C1(=C(C(=C(C(=C1[2H])[2H])[2H])[2H])[2H])N